7-bromo-4-(1H-imidazol-1-yl)-2-(thiophen-2-yl)quinoline BrC1=CC=C2C(=CC(=NC2=C1)C=1SC=CC1)N1C=NC=C1